CN1C[C@@H]2N(C3=C1C=C(C=N3)C(F)(F)F)CCN(C2)C(=O)[O-] (S)-5-methyl-3-(trifluoromethyl)-5,6,6a,7,9,10-hexahydro-8H-pyrazino[1,2-a]Pyrido[3,2-e]pyrazine-8-carboxylate